2-(1-(3-fluoropyridin-yl)pyrrolidin-3-yl)-5-(2-isopropylphenoxy)benzamide FC=1C(=NC=CC1)N1CC(CC1)C1=C(C(=O)N)C=C(C=C1)OC1=C(C=CC=C1)C(C)C